5-Nitro-1'-((2-(trimethylsilyl)ethoxy)methyl)-1,3-dihydrospiro[indene-2,3'-pyrrolo[2,3-b]pyridin]-2'(1'H)-one [N+](=O)([O-])C=1C=C2CC3(C(N(C4=NC=CC=C43)COCC[Si](C)(C)C)=O)CC2=CC1